FC=1C=CC(=C(CN2C(C=3N(CC2)C=C(C3)C3=NC(=NC=C3C)NC=3C=NC(=CC3)OC(C)C)=O)C1)CO 2-(5-fluoro-2-(hydroxymethyl)benzyl)-7-(2-((6-isopropoxypyridin-3-yl)amino)5-methylpyrimidin-4-yl)-3,4-dihydropyrrolo[1,2-a]pyrazine-1(2H)-one